(Z)-4-pentadecyl-5-((triisopropylsilyl)methylene)furan-2(5H)-one C(CCCCCCCCCCCCCC)C/1=CC(O\C1=C/[Si](C(C)C)(C(C)C)C(C)C)=O